2,4,6,8-tetramethyl-2,4,6,8-tetraethylcyclotetrasiloxane C[Si]1(O[Si](O[Si](O[Si](O1)(CC)C)(CC)C)(CC)C)CC